CC1=C(OC(C(=O)OCC)(C)C)C(=CC(=C1)C(C)N1N=CN(C1=O)C1=CC=C(C=C1)OC(F)(F)F)C Ethyl 2-(2,6-dimethyl-4-(1-(5-oxo-4-(4-(trifluoromethoxy)phenyl)-4,5-dihydro-1H-1,2,4-triazol-1-yl)ethyl)-phenoxy)-2-methylpropionate